C(C)C(CC1=CC(=C(C=C1C(=O)O)C(=O)O)C[C@@H](CCCC)CC)CCCC.C(C1=CC(C(=O)OCC(CCCC)CC)=CC=C1)(=O)OCC(CCCC)CC bis(2-ethylhexyl) isophthalate (r-bis(2-ethylhexyl) isophthalate)